CC(C(=O)OCCNC(=O)OCCOC1=CC=C(C=C1)C1(C2=CC=CC=C2C=2C=CC=CC12)C1=CC=C(C=C1)OCCOC(=O)NCCOC(C(=C)C)=O)=C (((((((9H-fluorene-9,9-diyl)bis(4,1-phenylene))bis(oxy))bis(ethane-2,1-diyl))bis(oxy))bis(carbonyl))bis(azanediyl))bis(ethane-2,1-diyl) bis(2-methylacrylate)